(1R,4S)-1-(5,6-difluoro-N-methyl-1H-indole-2-carboxamido)-8,9-difluoro-6-oxo-1,4,5,6-tetrahydro-2H-pyrano[3,4-c]isoquinolin-4-yl isobutyrate C(C(C)C)(=O)O[C@@H]1OC[C@@H](C2=C1NC(C=1C=C(C(=CC21)F)F)=O)N(C(=O)C=2NC1=CC(=C(C=C1C2)F)F)C